N-chlorocarbonyl-4-methyloxazolidine-2,5-dione ClC(=O)N1C(OC(C1C)=O)=O